4-[(1-methylpiperidin-4-yl)amino]-1-(2,2,2-trifluoroethyl)-1H-indol CN1CCC(CC1)NC1=C2C=CN(C2=CC=C1)CC(F)(F)F